(R)-3-(3-fluoro-4-methylphenyl)-N-(2-(3-hydroxyazetidine-1-carbonyl)-5-methoxyphenyl)-3-(1,2,4-thiadiazol-5-yl)pyrrolidine-1-carboxamide FC=1C=C(C=CC1C)[C@]1(CN(CC1)C(=O)NC1=C(C=CC(=C1)OC)C(=O)N1CC(C1)O)C1=NC=NS1